7-(benzylthio)-1,2,3,4-tetrahydroquinoline C(C1=CC=CC=C1)SC1=CC=C2CCCNC2=C1